N,2-bis(4-chlorophenyl)-N-methylpyrimidine-4-carboxamide ClC1=CC=C(C=C1)N(C(=O)C1=NC(=NC=C1)C1=CC=C(C=C1)Cl)C